tert-butyl ((1r,4r)-4-(bis(3-(4-(4-((2-((S)-2-cyano-4,4-difluoropyrrolidin-1-yl)-2-oxoethyl)carbamoyl)pyridin-3-yl)phenoxy)propyl) carbamoyl)cyclohexyl)carbamate C(#N)[C@H]1N(CC(C1)(F)F)C(CNC(=O)C1=C(C=NC=C1)C1=CC=C(OCCCN(C(=O)C2CCC(CC2)NC(OC(C)(C)C)=O)CCCOC2=CC=C(C=C2)C=2C=NC=CC2C(NCC(N2[C@@H](CC(C2)(F)F)C#N)=O)=O)C=C1)=O